(4aR,8aS)-6-[3-[[2-methyl-4-(trifluoromethyl)phenyl]methoxy]azetidine-1-carbonyl]-4,4a,5,7,8,8a-hexahydropyrido[4,3-b][1,4]oxazin-3-one CC1=C(C=CC(=C1)C(F)(F)F)COC1CN(C1)C(=O)N1C[C@@H]2[C@@H](OCC(N2)=O)CC1